N1(CC2(CC1)CC=1C=NC=CC1O2)CC2=CN=C(S2)NC(C)=O N-(5-((3H-Spiro[furo[3,2-c]pyridine-2,3'-pyrrolidin]-1'-yl)methyl)thiazol-2-yl)acetamide